4-((2-(3,5-difluorophenoxy)ethyl)(4-(5,6,7,8-tetrahydro-1,8-naphthyridin-2-yl)butyl)amino)butanoic acid FC=1C=C(OCCN(CCCC(=O)O)CCCCC2=NC=3NCCCC3C=C2)C=C(C1)F